BrC1=CC2=C(N=C(S2)I)C(=C1)C 6-bromo-2-iodo-4-methyl-1,3-benzothiazole